NC=1C(=NC=C(N1)N1CCC2(CC1)[C@@H](C1=CC=CC=C1C2)N)SC2=C(C(=NC=C2)O)Cl (S)-4-((3-amino-5-(1-amino-1,3-dihydrospiro[indene-2,4'-piperidin]-1'-yl)pyrazin-2-yl)thio)-3-chloropyridin-2-ol